tris(2-chloroethyl)amine ClCCN(CCCl)CCCl